N1[C@H](CCCC1)C(=O)O |r| racemic-2-piperidinecarboxylic acid